C(C1=CC=CC=C1)OC[C@@H](C(=O)N[C@@H](COC1=C(C2=CC=CC=C2C=C1)C(=O)N[C@@H](CC(=O)OCC=C)C(=O)NCCC1=CC(=CC=C1)OC)CC1=CC=CC=C1)N(C)C(=O)OC(C)(C)C allyl (S)-3-(2-((R)-2-((S)-3-(benzyloxy)-2-((tert-butoxycarbonyl)(methyl)amino)propanamido)-3-phenylpropoxy)-1-naphthamido)-4-((3-methoxyphenethyl)amino)-4-oxobutanoate